N-(cyclopropylmethyl)-5-(4-fluoro-1-isopropyl-2-methyl-1H-benzo[d]imidazol-6-yl)pyrrolo[2,1-f][1,2,4]triazin-2-amine C1(CC1)CNC1=NN2C(C=N1)=C(C=C2)C=2C=C(C1=C(N(C(=N1)C)C(C)C)C2)F